NC1(CC(CC1)O)COC1=NC2=C(C(=C(C=C2C(=N1)N1CC2CCC(C1)N2)Cl)C2=CC(=CC1=CC=CC=C21)O)F 4-(2-((1-amino-3-hydroxycyclopentyl)methoxy)-4-(3,8-diazabicyclo[3.2.1]octan-3-yl)-6-chloro-8-fluoroquinazolin-7-yl)naphthalen-2-ol